DIMETHYLGLYCIN CN(CC(=O)O)C